C1(=CC=CC=C1)[Si](OCC1=C(C=C(C=C1)OC1=CC=CC=C1)[N+](=O)[O-])(C1=CC=CC=C1)C1=CC=CC=C1 triphenyl(p-phenoxy-o-nitrobenzyloxy)silane